2-([1,1'-biphenyl]-3-yl)-4-(4-(10-chloroanthracen-9-yl)phenyl)4-([1,1'-biphenyl]-3-yl)-6-(4-(10-chloroanthracen-9-yl)phenyl)-2-phenylpyrimidine C1(=CC(=CC=C1)C1(NC(=CC(N1)(C=1C=C(C=CC1)C1=CC=CC=C1)C1=CC=C(C=C1)C=1C2=CC=CC=C2C(=C2C=CC=CC12)Cl)C1=CC=C(C=C1)C=1C2=CC=CC=C2C(=C2C=CC=CC12)Cl)C1=CC=CC=C1)C1=CC=CC=C1